tert-butyl 4-(3-(2,2-dibromovinyl)-2-fluorophenyl)piperazin-1-carboxylate BrC(=CC=1C(=C(C=CC1)N1CCN(CC1)C(=O)OC(C)(C)C)F)Br